4-Chloro-7-(4-{4-[4-({4-[6-(2,4-dioxo-1,3-diazinan-1-yl)-1-methyl-1H-indol-2-yl]piperidin-1-yl}methyl)piperidin-1-yl]phenyl}piperidin-1-yl)-1H-indole-3-carbonitrile ClC1=C2C(=CNC2=C(C=C1)N1CCC(CC1)C1=CC=C(C=C1)N1CCC(CC1)CN1CCC(CC1)C=1N(C2=CC(=CC=C2C1)N1C(NC(CC1)=O)=O)C)C#N